2,3,4-trihydroxypentane-1,5-dioic acid OC(C(=O)O)C(C(C(=O)O)O)O